N-phenyl-trifluoromethanesulfonamide C1(=CC=CC=C1)NS(=O)(=O)C(F)(F)F